OC1=C(OCCCCCCCC=2N=C(NC2)C(C)C)C=CC=C1 7-(2-hydroxyphenoxy)heptyl-2-isopropylimidazole